ClC1=CC(=C(C=C1)N(C1CN(CC1)C1=C(C=CC=C1)[N+](=O)[O-])C)F N-(4-chloro-2-fluorophenyl)-N-methyl-1-(2-nitrophenyl)pyrrolidin-3-amine